OC[C@@H]1CN(CC1)C=1C=C2C(=CC=NC2=CC1)C(=O)O (S)-6-(3-(hydroxymethyl)pyrrolidin-1-yl)quinoline-4-carboxylic acid